COC1(CC1)C=1C=NN(C1)C1=CC=C(C=N1)S(=O)(=O)NC=1C=CC=C2C=NN(C12)C 6-(4-(1-methoxycyclopropyl)-1H-pyrazol-1-yl)-N-(1-methyl-1H-indazol-7-yl)pyridine-3-sulfonamide